tert-butyl (2S,4R)-4-(benzyloxy)-2-carbamoylpyrrolidine-1-carboxylate C(C1=CC=CC=C1)O[C@@H]1C[C@H](N(C1)C(=O)OC(C)(C)C)C(N)=O